C(CCCCCCC\C=C/C\C=C/CCCCC)(=O)OCC1=CC(=CC(=C1)COC(CCC(CCCCCC)OC(CCCN1CCCC1)=O)=O)COC(CCC(OCCC#CCCCC)OCCC#CCCCC)=O 3-(((4,4-bis(oct-3-yn-1-yloxy)butanoyl)oxy)methyl)-5-(((4-((4-(pyrrolidin-1-yl)butanoyl)oxy)decanoyl)oxy)methyl)benzyl (9Z,12Z)-octadeca-9,12-dienoate